N-(6-(difluoromethyl)pyridin-2-yl)-7-isopropoxy-2-((1R,4S)-1-methyl-2-oxabicyclo[2.2.1]heptan-4-yl)imidazo[1,2-a]pyrimidine-6-carboxamide FC(C1=CC=CC(=N1)NC(=O)C=1C(=NC=2N(C1)C=C(N2)[C@]21CO[C@](CC2)(C1)C)OC(C)C)F